(2R)-3-amino-2-benzyl-N-[3-(1H-pyrazol-4-yl)-1H-indol-7-yl]propanamide NC[C@H](C(=O)NC=1C=CC=C2C(=CNC12)C=1C=NNC1)CC1=CC=CC=C1